BrC1=C(C=CC=C1)C1=C(C=CC=C1)B1OC(C(O1)(C)C)(C)C 2-(2'-bromo-[1,1'-biphenyl]-2-yl)-4,4,5,5-tetramethyl-1,3,2-dioxaborolan